6-chloro-3-(((R)-1-((S)-9-methyl-1,2,4a,5-tetrahydro-4H-[1,4]oxazino[4',3':4,5][1,4]oxazino[2,3-b]quinoxalin-11-yl)ethyl)amino)picolinic acid ClC1=CC=C(C(=N1)C(=O)O)N[C@H](C)C=1C=2N=C3C(=NC2C=C(C1)C)OC[C@H]1N3CCOC1